C12N(CC(CC1)CC2)CC(=O)NC=2C=C(C(=NC2)C)NC(=O)C=2C=C1C(=NC2)NC(=C1)C=1C=NN(C1)C N-(5-(2-(2-azabicyclo[2.2.2]octan-2-yl)acetamido)-2-methylpyridin-3-yl)-2-(1-methyl-1H-pyrazol-4-yl)-1H-pyrrolo[2,3-b]pyridine-5-carboxamide